FC1(CCN(CC1)C(=O)C1=CC=2C3C(CN(C2N=C1)C1=CC2=C(C=N1)C(N(C2)C)=O)C3)F 6-(6-(4,4-difluoropiperidine-1-carbonyl)-1,1a,2,7b-tetrahydro-3H-cyclopropa[c][1,8]naphthyridin-3-yl)-2-methyl-1,2-dihydro-3H-pyrrolo[3,4-c]pyridin-3-one